C(=O)O.C(=O)O.N1C=NC(=C1)CCNC(CC(=O)NCCC=1N=CNC1)=O N,N'-bis[2-(1H-imidazol-4-yl)ethyl]propanediamide diformate